2-[6-(Bromomethyl)-3-pyridinyl]-5-(difluoromethyl)-1,3,4-oxadiazole BrCC1=CC=C(C=N1)C=1OC(=NN1)C(F)F